ClC=C(CCl)Cl 1,2,3-Trichloropropen